BrC1=CC=CC(=N1)OCCN(C1CC1)CC1=CC(=NC=C1)C#CC1=C2C=C(N=CC2=C(N=C1)NC)NC(=O)C1CC1 N-(5-((4-(((2-((6-bromopyridin-2-yl)oxy)ethyl)(cyclopropyl)amino)methyl)pyridin-2-yl)ethynyl)-8-(methylamino)-2,7-naphthyridin-3-yl)cyclopropanecarboxamide